C(C)S(=O)(=O)C1=CC=C(CC=2N(C3=CC=C(C=C3C2)C(=O)N)C(C2=CC=C(C=C2)OC(F)(F)F)=O)C=C1 (4-(Ethylsulfonyl)benzyl)-1-(4-(trifluoromethoxy)benzoyl)-1H-indole-5-carboxamide